(2,3,5,6-tetramethyl-4-bromophenyl)boron CC1=C(C(=C(C(=C1C)Br)C)C)[B]